FC(C)(C)C1CCC(CC1)CN1[C@H]([C@H]([C@@H]([C@H](C1)O)O)O)CO (2S,3R,4R,5S)-1-(((1r,4R)-4-(2-fluoroprop-2-yl)cyclohexyl)methyl)-2-(hydroxymethyl)piperidine-3,4,5-triol